4-(5-chloro-2-(4-(trifluoromethyl)-1H-1,2,3-triazol-1-yl)phenyl-3,4,6-d3)-5-(methoxy)pyridin-2(1H)-one ClC=1C(=C(C(=C(C1[2H])C1=CC(NC=C1OC)=O)N1N=NC(=C1)C(F)(F)F)[2H])[2H]